C1(CC1)CNC1=C2C(=NC=3C=C(C(=CC13)OC)C(C)O)CCC2 1-{9-[(cyclopropylmethyl)amino]-7-methoxy-1H,2H,3H-cyclopenta[b]quinolin-6-yl}ethan-1-ol